COC(/C=C/C1CN(CC1)C(C=C)=O)C1=CC=C(C=C1)C(F)(F)F (E)-1-(3-(3-methoxy-3-(4-(trifluoromethyl)phenyl)prop-1-en-1-yl)pyrrolidin-1-yl)prop-2-en-1-one